BrC1=CC=C(C=C1)[C@@H](CO)NC1=NC(=NC=C1C1=NC2(CO1)CCOCC2)NC=2C=C1C(NC(C1=CC2)=O)(C)C (S)-5-((4-((1-(4-bromophenyl)-2-hydroxyethyl)amino)-5-(3,8-dioxa-1-azaspiro[4.5]dec-1-en-2-yl)pyrimidin-2-yl)amino)-3,3-dimethylisoindolin-1-one